CN(C=1C=C(C=CC1C(=O)OC)[C@H]1N(CCN(C1)CCC(F)(F)F)CC1=C2C=CN(C2=C(C=C1OC)C)C(=O)OC(C)(C)C)C tert-butyl (R)-4-((2-(3-(dimethylamino)-4-(methoxycarbonyl)phenyl)-4-(3,3,3-trifluoropropyl)piperazin-1-yl)methyl)-5-methoxy-7-methyl-1H-indole-1-carboxylate